di(isononyl) azelate C(CCCCCCCC(=O)OCCCCCCC(C)C)(=O)OCCCCCCC(C)C